BrC1=C(C(=CC=C1)OC(F)F)[C@@H]1N2C=3C(=C(C=CC3N=C2[C@@H](C1)N)Cl)F (3R,5R)-3-[2-bromo-6-(difluoromethoxy)phenyl]-11-chloro-12-fluoro-2,7-diazatricyclo[6.4.0.0^{2,6}]dodeca-1(8),6,9,11-tetraen-5-amine